CP(=O)(C)C1=C(C=CC=C1)C1=CC(=CN1)C1=NC(=NC=C1C(F)(F)F)N[C@@H]1CNCCC1 4-{5-[2-(dimethylphosphoryl)phenyl]-1H-pyrrol-3-yl}-N-[(3S)-piperidin-3-yl]-5-(trifluoromethyl)pyrimidin-2-amine